CN1C2=CC=CC=C2C=2CCN(CC12)CC1OC1 9-methyl-2-(oxiran-2-ylmethyl)-2,3,4,9-tetrahydro-1H-beta-carboline